2-hydroxypropyl-N,N-dimethylammonium chloride [Cl-].OC(C[NH+](C)C)C